COC1=CC=C(CN2CCC(CC2)CCOCC2(CCNCC2)OC)C=C1 1-(4-methoxybenzyl)-4-(2-((4-methoxypiperidin-4-yl)methoxy)ethyl)piperidine